(S)-(7-bromo-5-fluoro-2,3-dihydro-1H-benzo[d]pyrrolo[1,2-a]imidazol-1-yl)methanol BrC1=CC2=C(N=C3N2[C@@H](CC3)CO)C(=C1)F